BrC1=C(C=C(C(=C1)OCCCCCCCCCCCCCCCCCCCC)OCCCCCCCCCCCCCCCCCCCC)Br 1,2-dibromo-4,5-dieicosyloxybenzene